(±)-N-(6-thiophene-2-sulfonylbenzo[d]thiazol-2-yl)tetrahydrofuran-2-carboxamide S1C(=CC=C1)S(=O)(=O)C1=CC2=C(N=C(S2)NC(=O)[C@@H]2OCCC2)C=C1 |r|